Diphenyl ether monolithium [Li].C1(=CC=CC=C1)OC1=CC=CC=C1